(1s,4s)-4-((2-((2-(1-(Cyclopropylsulfonyl)-1H-pyrazol-4-yl)pyrimidin-4-yl)amino)-5-((5-(morpholinomethyl)pyrimidin-2-yl)ethynyl)pyridin-4-yl)amino)cyclohexan-1-ol C1(CC1)S(=O)(=O)N1N=CC(=C1)C1=NC=CC(=N1)NC1=NC=C(C(=C1)NC1CCC(CC1)O)C#CC1=NC=C(C=N1)CN1CCOCC1